[C@H]1([C@H](C1)C=1C=C(N=NC1C([2H])([2H])[2H])C=1C(NC(NC1)=O)=O)C1CC1 5-(5-((1R,2S)-[1,1'-bi(cyclopropane)]-2-yl)-6-(methyl-d3)pyridazin-3-yl)pyrimidine-2,4(1H,3H)-dione